C1(=CC=CC=C1)C=1C=CC=2N(C3=CC=CC=C3C2C1)C1=C(C(=C(C(=C1N1C2=CC=CC=C2C=2C=C(C=CC12)C1=CC=CC=C1)N1C2=CC=CC=C2C=2C=C(C=CC12)C1=CC=CC=C1)N1C2=CC=CC=C2C=2C=C(C=CC12)C1=CC=CC=C1)C1=CC=NC=C1)C=1SC2=C(N1)C=CC=C2 2-(2,3,4,5-tetrakis(3-phenyl-9H-carbazol-9-yl)-6-(pyridin-4-yl)phenyl)benzo[d]thiazole